ClC=1C=C(C=CC1)N1CCN(CC1)S(=O)(=O)C1=CC=C(C=C1)NC(C1=C(C=CC=C1)N(S(=O)(=O)C)C)=O N-(4-((4-(3-chlorophenyl)piperazin-1-yl)sulfonyl)phenyl)-2-(N-methylmethylsulfonamido)benzamide